Cl.NCCN(C(=O)NC1=C2C=CN=CC2=CC=C1)C(C)C1=CC=C(C=C1)F 1-(2-aminoethyl)-1-(1-(4-fluorophenyl)ethyl)-3-(isoquinolin-5-yl)urea HCl